2-(4-((1-(2-(2,6-dioxopiperidin-3-yl)-1,3-dioxoisoindolin-5-yl)azetidin-3-yl)ethynyl)-1H-pyrazol-1-yl)-2-methyl-N-(2-methyl-4-(trifluoromethyl)phenyl)propanamide O=C1NC(CCC1N1C(C2=CC=C(C=C2C1=O)N1CC(C1)C#CC=1C=NN(C1)C(C(=O)NC1=C(C=C(C=C1)C(F)(F)F)C)(C)C)=O)=O